C1=CN=C[N-]1 The molecule is an organic nitrogen anion that is the conjugate base of 1H-imidazole. It is a conjugate base of a 1H-imidazole.